N-(1,3-dihydroxypropan-2-yl)-3-oxo-2-(pyridin-3-yl)-6-[4-(trifluoromethyl)phenyl]-2,3-dihydropyridazine-4-carboxamide OCC(CO)NC(=O)C=1C(N(N=C(C1)C1=CC=C(C=C1)C(F)(F)F)C=1C=NC=CC1)=O